ClC=1C=C(C(=C(C=NC(C(=O)O)CC2=CC=C(C=C2)O)C1)OC(C(C)C)=O)O 2-(5-chloro-3-hydroxy-2-(isobutyryloxy)benzylideneamino)-3-(4-hydroxyphenyl)propanoic acid